1-(((4-methoxy-4-oxobut-2-enoyl)oxy)methyl)-3-(methylcarbamoyl)pyridin-1-ium iodide [I-].COC(C=CC(=O)OC[N+]1=CC(=CC=C1)C(NC)=O)=O